[N+](=O)([O-])C1=C(C=CC(=C1)[N+](=O)[O-])NN=CC=C acrolein-2,4-dinitrophenylhydrazone